C(C)OC(=O)C=1C(=NN(C1)C)N\C=N\C1=NN(C=C1C(=O)OCC)C ethyl (E)-3-((((4-(ethoxycarbonyl)-1-methyl-1H-pyrazol-3-yl)amino)methylene)amino)-1-methyl-1H-pyrazole-4-carboxylate